methyl 2-[1-(3-chloro-4-fluorophenyl)-1H-pyrazol-3-yl]propanoate ClC=1C=C(C=CC1F)N1N=C(C=C1)C(C(=O)OC)C